C1=CC(=CC=2C3=CC(=CC=C3NC12)CCNC(OC(C)(C)C)=O)CCNC(OC(C)(C)C)=O Di-tert-butyl [(9H-carbazole-3,6-diyl)bis(ethane-2,1-diyl)]dicarbamate